C(CCCCCCCCCCC)OCCOCCOCCO 2-[2-[2-(dodecyloxy)ethoxy]ethoxy]ethanol